C(C)(=O)N1CC2=C(CC1)N(N=C2N2CCCC1=CC(=C(C=C21)C(F)F)C2=CN=CO2)C2CCN(CC2)C(=O)OC(C)(C)C tert-butyl 4-[5-acetyl-3-[7-(difluoromethyl)-6-oxazol-5-yl-3,4-dihydro-2H-quinolin-1-yl]-6,7-dihydro-4H-pyrazolo[4,3-c]pyridin-1-yl]piperidine-1-carboxylate